COC(=O)C=1C(=CC2=C(OC[C@@H](N2C(CCl)=O)C)N1)CC1=CC=C(C=C1)F.ICCOCOCC[Si](C)(C)C {2-[(2-iodoethoxy)methoxy]ethyl}trimethylsilane methyl-(S)-1-(2-chloroacetyl)-7-(4-fluorobenzyl)-2-methyl-2,3-dihydro-1H-pyrido[2,3-b][1,4]oxazine-6-carboxylate